(S)-azetidin-2-yl-(4-(3-isopropyl-2-(8-methyl-[1,2,4]triazolo[1,5-a]pyridin-6-yl)-1H-indol-5-yl)piperidin-1-yl)methanone N1[C@@H](CC1)C(=O)N1CCC(CC1)C=1C=C2C(=C(NC2=CC1)C=1C=C(C=2N(C1)N=CN2)C)C(C)C